(trifluoromethyl)-13,19-dioxa-3,4,18-triazatricyclo[12.3.1.12,5]nonadeca-1(18),2,4,14,16-pentaen-6-ol FC(F)(F)C1(C2=NN=C(C=3C=CC=C(OCCCCCC1)N3)O2)O